6-chloro-3-(3-((6-fluoronaphthalen-1-yl)oxy)propyl)-7-(5-(methoxymethyl)-1,3-dimethyl-1H-pyrazol-4-yl)-1-(2-(piperazin-1-yl)ethyl)-1H-indole-2-carboxylic acid ClC1=CC=C2C(=C(N(C2=C1C=1C(=NN(C1COC)C)C)CCN1CCNCC1)C(=O)O)CCCOC1=CC=CC2=CC(=CC=C12)F